FC1=C(C=CC(=C1)O)C=1C(=CC(=CC1)F)O 2',4-difluoro-[1,1'-biphenyl]-2,4'-diol